FC=1C(=C(C=CC1F)[C@@]1(C[C@@](O[C@]1(C(F)(F)F)C)(C(=O)N)C)C)OC 4-(2R,3S,4S,5R)-(3,4-difluoro-2-methoxyphenyl)-2,4,5-trimethyl-5-(trifluoromethyl)tetrahydrofuran-2-carboxamide